CSC=1C=NC(=NC1)N[C@H]1[C@@H]2C[C@@H]2[C@@H](C1)N (1R,2R,4R,5S)-N2-(5-(methylthio)pyrimidin-2-yl)bicyclo[3.1.0]hexane-2,4-diamine